FCC1=CC=C(C=C1)Br 4-(fluoromethyl)bromobenzene